(2R)-3-[5,7-difluoro-2-(4-fluorophenyl)-1H-indol-3-yl]-2-hydroxy-propanoic acid FC=1C=C2C(=C(NC2=C(C1)F)C1=CC=C(C=C1)F)C[C@H](C(=O)O)O